NC=1C=C(C=C(C1)OC)C=1C=NN(C1)CCO 2-(4-(3-amino-5-methoxyphenyl)-1H-pyrazol-1-yl)ethan-1-ol